C(C)OCOC1CCCCCCCCCC1 ethoxymethoxycycloundecane